tert-Butyl 4-((3-(((R)-1-(4-bromo-3-(thiophen-2-yl)phenyl)ethyl)carbamoyl)-4-methylphenyl)amino)-3,3-difluoropyrrolidine-1-carboxylate BrC1=C(C=C(C=C1)[C@@H](C)NC(=O)C=1C=C(C=CC1C)NC1C(CN(C1)C(=O)OC(C)(C)C)(F)F)C=1SC=CC1